(2-butoxymethylethoxy)propanol tert-butyl-((1S,2S)-2-methylcyclopropyl)carbamate C(C)(C)(C)N(C(=O)OC(CC)OCCCOCCCC)[C@@H]1[C@H](C1)C